1-(6-fluoro-5-((((1r,3r)-3-(4-fluoro-3-(trifluoromethyl)phenoxy)cyclobutyl)amino)methyl)isoquinolin-8-yl)ethan-1-ol FC=1C(=C2C=CN=CC2=C(C1)C(C)O)CNC1CC(C1)OC1=CC(=C(C=C1)F)C(F)(F)F